2-(3,5-Dichlorophenyl)-9,9-diphenyl-9H-xanthene ClC=1C=C(C=C(C1)Cl)C1=CC=2C(C3=CC=CC=C3OC2C=C1)(C1=CC=CC=C1)C1=CC=CC=C1